Erucyl Tricosylate C(CCCCCCCCCCCCCCCCCCCCCC)(=O)OCCCCCCCCCCCC\C=C/CCCCCCCC